N1=CCC2=C3C(=CC=C12)C=C1C2=CC4=C(C=5CC=NC5C=C4)C=C2C=CC1=C3 3,8-dihydrophenanthro[2,3-e:7,6-e']diindole